OC1=CC=C2[C@H]([C@H](COC2=C1)C1=CC=CC=C1)C1=CC=C(C=C1)N1CCN(CC1)CC1=C2CN(C(C2=CC=C1)=O)C1C(NC(CC1)=O)=O 3-(4-((4-(4-((3S,4R)-7-hydroxy-3-phenylchroman-4-yl)phenyl)piperazin-1-yl)methyl)-1-oxoisoindoline-2-yl)piperidine-2,6-dione